Cl.[NH2+]1CCOCCC1 homomorpholinium HCl